2-((3-(difluoromethyl)-1-methyl-1H-pyrazol-5-yl)oxy)-1-(3,4,5-trimethoxyphenyl)ethan-1-one-O-methyloxime CON=C(COC1=CC(=NN1C)C(F)F)C1=CC(=C(C(=C1)OC)OC)OC